O=C1NC(CCC1N1C(C2=CC=C(C=C2C1)C1=NC=CC(=C1)CN1CCC(CC1)(C#N)C1=CC=CC=C1)=O)=O 1-((2-(2-(2,6-dioxopiperidin-3-yl)-1-oxoisoindolin-5-yl)pyridin-4-yl)methyl)-4-phenylpiperidine-4-carbonitrile